F[B-](F)(F)F.C(C)(C)(C)[PH+](C(C)(C)C)C(C)(C)C tritertbutylphosphonium tetrafluoroborate